N1=CN=CC2=C1CCN(C2)C(=O)[O-] 5H,6H,7H,8H-pyrido[4,3-d]pyrimidine-6-carboxylate